COC1=CC=C(CN2C3=C(C=C(CC2=O)C=2OC(=CN2)C)C=CC(=C3)C=3C=NN(C3)C3(CC3)C(=O)O)C=C1 1-(4-(1-(4-methoxybenzyl)-4-(5-methyloxazol-2-yl)-2-oxo-2,3-dihydro-1H-benzo[b]azepin-8-yl)-1H-pyrazol-1-yl)cyclopropane-1-carboxylic acid